NC1=CC=C(C=C1)C1=CN(C=2N=CN=C(C21)N)C(C(F)(F)F)C 5-(4-Aminophenyl)-7-(1,1,1-trifluoropropan-2-yl)-7H-pyrrolo[2,3-d]pyrimidin-4-yl-Amine